C(CCCCCCCCCCCCCCCCC)CC(C[N+](C)(C)C)CCCCCCCCCCCCCCCCCC 1,2-bis-(9Z-octadecyl)-3-trimethylammonio-propane